(E)-2-amino-5-(3-((4-fluorophenethyl)amino)-3-oxoprop-1-en-1-yl)-4'-sulfamoyl-[1,1'-biphenyl]-3-carboxamide NC1=C(C=C(C=C1C(=O)N)\C=C\C(=O)NCCC1=CC=C(C=C1)F)C1=CC=C(C=C1)S(N)(=O)=O